tert-butyl (S)-4-(7-(2-acetoxy-3-methoxyphenyl)-6-cyclopropyl-1-(2-isopropyl-4-methylpyridin-3-yl)-2-oxo-1,2-dihydropyrido[2,3-d]pyrimidin-4-yl)-3-methylpiperazine-1-carboxylate C(C)(=O)OC1=C(C=CC=C1OC)C=1C(=CC2=C(N(C(N=C2N2[C@H](CN(CC2)C(=O)OC(C)(C)C)C)=O)C=2C(=NC=CC2C)C(C)C)N1)C1CC1